NC1CCC(CC1)CC1CCC(CC1)N bis(4-amino-cyclohexyl)-methane